OC1CCN(CC1)C1=CC=C(C=O)C=C1 4-(4-hydroxypiperidin-1-yl)benzaldehyde